p-isopropylphenol CC(C)C1=CC=C(C=C1)O